O[C@@H](CO)C=1C(=CC2=C(C(C=3NC4=CC(=CC=C4C3C2=O)C#N)(C)C)C1)CC (R)-8-(1,2-dihydroxyethyl)-9-ethyl-6,6-dimethyl-11-oxo-6,11-dihydro-5H-benzo[b]carbazole-3-carbonitrile